N-(5-(3-(9H-purin-6-yl)pyridin-2-ylamino)-2-fluorophenyl)-3-(trifluoromethoxy)benzamid N1=CN=C2NC=NC2=C1C=1C(=NC=CC1)NC=1C=CC(=C(C1)NC(C1=CC(=CC=C1)OC(F)(F)F)=O)F